4-{4-[(4-cyanophenyl)methyl]piperidin-1-yl}-1-methyl-2-oxo-1,2-dihydroquinoline-3-carbonitrile C(#N)C1=CC=C(C=C1)CC1CCN(CC1)C1=C(C(N(C2=CC=CC=C12)C)=O)C#N